1-((cyclopropylmethyl)sulfonyl)-3-methoxybenzene C1(CC1)CS(=O)(=O)C1=CC(=CC=C1)OC